methyl o-fluorophenylacetate FC1=C(C=CC=C1)CC(=O)OC